C(#N)[C@]1(CC12CC2)C=2C=C1C=C(N=CC1=CC2)NC(=O)[C@H]2CC21CCOCC1 (S)-N-(6-((S)-1-cyanospiro[2.2]pentan-1-yl)isoquinolin-3-yl)-6-oxaspiro[2.5]octane-1-carboxamide